(S)-N-(3,4-difluorobenzyl)-5-(2-(4-fluorophenethyl)-3-(5-methyl-1,3,4-oxadiazol-2-yl)-5-oxo-7,8,9,9a-tetrahydro-5H-pyrido[2,3-a]pyrrolizin-4-yl)thiophene-2-carboxamide FC=1C=C(CNC(=O)C=2SC(=CC2)C2=C(C(=NC3=C2C(N2CCC[C@@H]32)=O)CCC3=CC=C(C=C3)F)C=3OC(=NN3)C)C=CC1F